C(C)OCCN1N=CC(=C1)C=1C=C(C2=C(N(N=C2C1)C)C=1C=C2C(CNC(C2=C(C1)OC)=O)(C)C)C#N 6-[1-(2-ethoxyethyl)pyrazol-4-yl]-3-(8-methoxy-4,4-dimethyl-1-oxo-2,3-dihydroisoquinolin-6-yl)-2-methylindazole-4-carbonitrile